C1(CC1)N1N=CC(=C1)N1N=CC2=CC(=C(C=C12)N1CCN(CC1)C1(COC1)C)C#N 1-(1-cyclopropyl-1H-pyrazol-4-yl)-6-(4-(3-methyloxetan-3-yl)piperazin-1-yl)-1H-indazole-5-carbonitrile